Benzyl-4-((1R,5S)-8-(tert-butoxycarbonyl)-3,8-diazabicyclo[3.2.1]octan-3-yl)-2-chloro-5,6-dihydropyrido[3,4-d]pyrimidine-7(8H)-carboxylate C(C1=CC=CC=C1)OC(=O)N1CC=2N=C(N=C(C2CC1)N1C[C@H]2CC[C@@H](C1)N2C(=O)OC(C)(C)C)Cl